(E)-1-(3-(4-((4-([1,2,4]triazolo[1,5-a]pyridin-7-yloxy)-3-methylphenyl)amino)pyrrolo[2,1-f][1,2,4]triazin-5-yl)azetidin-1-yl)-4-(4-methoxypiperidin-1-yl)but-2-en-1-one N=1C=NN2C1C=C(C=C2)OC2=C(C=C(C=C2)NC2=NC=NN1C2=C(C=C1)C1CN(C1)C(\C=C\CN1CCC(CC1)OC)=O)C